FC1=C(C=C(C=C1)OC)C1=CC=C(C=C1)C1=CC=NN1 5-(2'-fluoro-5'-methoxy-[1,1'-biphenyl]-4-yl)-1H-pyrazol